C1(CC1)OC1=CC=C2C3(CC=4C(=NOC4C2=C1)NS(=O)(=O)C1=C(C=CC=C1)OC)CC3 N-(8'-cyclopropoxy-4'H-spiro[cyclopropane-1,5'-naphtho[2,1-d]isoxazol]-3'-yl)-2-methoxybenzenesulfonamide